N-(4-chloro-3-(1H-1,2,4-triazol-3-yl)thiophen-2-yl)-2-(2-oxo-6-(trifluoromethyl)quinolin-1(2H)-yl)acetamide ClC=1C(=C(SC1)NC(CN1C(C=CC2=CC(=CC=C12)C(F)(F)F)=O)=O)C1=NNC=N1